2-[[7-amino-4-(7-chloro-1H-indazol-5-yl)-1-oxo-isoindolin-2-yl]methyl]prop-2-enamide NC=1C=CC(=C2CN(C(C12)=O)CC(C(=O)N)=C)C=1C=C2C=NNC2=C(C1)Cl